S(=O)(=O)(OCC(F)F)OCC(F)(F)F (2,2-difluoroethyl) (2,2,2-trifluoro Ethyl) sulfate